methyl [(6S)-4-{4-[4-(2-t-butoxy-2-oxoethoxy)piperidin-1-yl]phenyl}-2,3,9-trimethyl-6H-thieno[3,2-f][1,2,4]triazolo[4,3-a][1,4]diazepin-6-yl]acetate C(C)(C)(C)OC(COC1CCN(CC1)C1=CC=C(C=C1)C1=N[C@H](C=2N(C3=C1C(=C(S3)C)C)C(=NN2)C)CC(=O)OC)=O